6-[1-(2,2,2-trifluoroethyl)-1H-pyrazolo[3,4-b]pyrazin-6-yl]-2-{[2-(trifluoromethyl)pyridin-3-yl]oxy}-6-azaspiro[3.5]nonane FC(CN1N=CC=2C1=NC(=CN2)N2CC1(CC(C1)OC=1C(=NC=CC1)C(F)(F)F)CCC2)(F)F